N=1N=CN(C1)C=1C=CC=C(C1)O 5-(4H-1,2,4-triazol-4-yl)phenol